1-Methyl-6-(2-(m-tolyl)-5,6-dihydro-4H-pyrrolo[1,2-b]pyrazol-3-yl)-1H-benzo[d]imidazole CN1C=NC2=C1C=C(C=C2)C2=C1N(N=C2C=2C=C(C=CC2)C)CCC1